[Li+].C(C(=O)[O-])(=O)[O-].[Fe+2].[NH4+].C(C(=O)[O-])(=O)[O-] ammonium iron oxalate, lithium salt